2-(3-(2-(2-aminoethoxy)ethoxy)propanamido)-N-(6-(trifluoromethoxy)pyridazin-3-yl)benzamide NCCOCCOCCC(=O)NC1=C(C(=O)NC=2N=NC(=CC2)OC(F)(F)F)C=CC=C1